5-((3-(4-(2-(4-((2-(3,5-dimethylpiperazin-1-yl)pyrimidin-4-yl)methoxy)phenyl)propan-2-yl)phenoxy)cyclobutyl)amino)-2-(2,6-dioxopiperidin-3-yl)isoindolin-1,3-dione CC1CN(CC(N1)C)C1=NC=CC(=N1)COC1=CC=C(C=C1)C(C)(C)C1=CC=C(OC2CC(C2)NC=2C=C3C(N(C(C3=CC2)=O)C2C(NC(CC2)=O)=O)=O)C=C1